C(CCC)[Sn](CCC[CH2+])(C1=NC=C(C=N1)OCC)CCCC 4-(dibutyl(5-ethoxypyrimidin-2-yl)stannyl)butan-1-ylium